BrC=1C=CC(=NC1)CC1(CCCC2=CC=CC(=C12)F)N ((5-bromopyridin-2-yl)methyl)-8-fluoro-1,2,3,4-tetrahydronaphthalen-1-amine